OC1=C(C=C(C=C1)[C@H]1N(C[C@@H](CC1)C)C(C(=O)NC=1C=C(C=NC1)C(=O)N)=O)C 5-[[2-[(2S,5R)-2-(4-hydroxy-3-methyl-phenyl)-5-methyl-1-piperidyl]-2-oxo-acetyl]amino]pyridine-3-carboxamide